Sulfoxypyridazine O(S(=O)(=O)O)C=1N=NC=CC1